5-amino-3-(4-chloro-2,5-difluoro-phenyl)-1-tetrahydropyran-3-yl-pyrazole-4-carbonitrile NC1=C(C(=NN1C1COCCC1)C1=C(C=C(C(=C1)F)Cl)F)C#N